2-[(4,4-difluoro-5-methyl-3-piperidyl)methyl]isoindoline-1,3-dione FC1(C(CNCC1C)CN1C(C2=CC=CC=C2C1=O)=O)F